FC(C=1C=CC(=NC1)NC1CCN(CC1)S(=O)(=O)C1=CC=C(C=C1)C=1C=C2CNC(C2=CC1)=O)(F)F 5-(4-((4-((5-(trifluoromethyl)pyridin-2-yl)amino)piperidin-1-yl)sulfonyl)phenyl)isoindolin-1-one